1-[(4S)-8-chlorochroman-4-yl]-3-[1-(4-cyanophenyl)pyrazol-3-yl]urea ClC=1C=CC=C2[C@H](CCOC12)NC(=O)NC1=NN(C=C1)C1=CC=C(C=C1)C#N